1-{5-methyl-4H,6H,7H-pyrazolo[1,5-a]pyrazin-3-yl}-N-(1-methylindazol-7-yl)pyrazole-4-sulfonamide CN1CC=2N(CC1)N=CC2N2N=CC(=C2)S(=O)(=O)NC=2C=CC=C1C=NN(C21)C